1,5-dimethyl-8-azabicyclo[3.2.1]Octane-8-carboxylate CC12CCCC(CC1)(N2C(=O)[O-])C